(E)-acetaldehyde oxime C(\C)=N/O